O1C=CCN1 [1,5]oxazoline